nonan-7-one CCCCCCC(CC)=O